N-(4-(3-amino-7-(1-(2-amino-2-oxoethyl)-1H-pyrazol-3-yl)-1H-pyrazolo[4,3-c]pyridin-4-yl)benzyl)-5-fluoro-2-methoxybenzamide NC1=NNC2=C1C(=NC=C2C2=NN(C=C2)CC(=O)N)C2=CC=C(CNC(C1=C(C=CC(=C1)F)OC)=O)C=C2